7-bromo-3-oxo-4-(tetrahydrofuran-3-yl)-3,4-dihydro-2H-benzo[b][1,4]Oxazine-6-carboxylic acid methyl ester COC(=O)C1=CC2=C(OCC(N2C2COCC2)=O)C=C1Br